C(C(=C)C)(=O)O.O(C1=CC=CC=C1)C(CO)OCCOCCOCCOCCOCCOCCO 2-Phenoxyheptaethyleneglycol methacrylat